C(C1=CC=CC=C1)ON=C1/C(/CC2=C(C=CC=C12)Cl)=C/C1=CC=C(C=C1)F ((E)-4-fluorobenzylidene)-4-chloro-2,3-dihydro-1H-inden-1-one-O-benzyl oxime